ClC=1C=C2C(=CC1)NC(C21CCN(CC1)CCOC=1C=C(C2=C(N(C(N2C2CC(C2)(C)O)=O)COCC[Si](C)(C)C)C1)F)=O 6-{2-(5-chloro-2-oxospiro[indoline-3,4'-piperidin]-1'-yl)ethoxy}-4-fluoro-3-[(cis)-3-hydroxy-3-methylcyclobutyl]-1-{[2-(trimethylsilyl)ethoxy]methyl}-1,3-dihydro-1,3-benzimidazol-2-one